C(C)(C)(C)OC(NC=1C(=NC=CC1C1=NC=CC=C1F)C1=CCC(CC1C)(F)F)=O (2'-(4,4-difluoro-6-methylcyclohex-1-en-1-yl)-3-fluoro-[2,4'-bipyridyl]-3'-yl)carbamic acid tert-butyl ester